C[C@@H]1CN(C[C@@H](O1)C)CC1CCN(CC1)C(=O)OC(C)(C)C tert-butyl 4-{[(2R,6S)-2,6-dimethylmorpholin-4-yl]methyl}piperidine-1-carboxylate